(4-chlorophenoxymethyl)-4-((R)-(3-fluorophenyl)(hydroxy)methyl)-7-azabicyclo[2.2.1]heptane-7-carboxylate ClC1=CC=C(OCOC(=O)N2C3CCC2(CC3)[C@H](O)C3=CC(=CC=C3)F)C=C1